N1=CC(=CC2=CC=CC=C12)C1=CC=C(N)C=C1 4-(quinolin-3-yl)-aniline